5-Bromo-N,N-dimethyl-3-nitropyridin-2-amine CN(C)C1=C(C=C(C=N1)Br)[N+](=O)[O-]